ClC1=C(C=CC=C1C1=C(C=C(C=C1)CN1CCCC1)F)C1=C(C(=CC=C1)C=1OC2=C(N1)C=C(C(=C2)OC(F)F)CN2[C@H](CCC2)C(=O)O)C ((2-(2'-chloro-2''-fluoro-2-methyl-4''-(pyrrolidin-1-ylmethyl)-[1,1':3',1''-terphenyl]-3-yl)-6-(difluoromethoxy)benzo[d]oxazol-5-yl)methyl)-D-proline